2,5-bis(t-butylperoxy)-2,5-dimethylcyclohexane C(C)(C)(C)OOC1(CCC(CC1)(C)OOC(C)(C)C)C